S1C=NC(=C1)[C@@H]1[C@H](C1)C(=O)O trans-(1S,2S)-2-thiazol-4-ylcyclopropanecarboxylic acid